5-(5-(2-trifluoromethyl-4-(N-methylpiperidin-4-yl)phenylamino)-1H-pyrazol-3-yl)thiophene-2-carbonitrile FC(C1=C(C=CC(=C1)C1CCN(CC1)C)NC1=CC(=NN1)C1=CC=C(S1)C#N)(F)F